7-(2-fluoro-4-((1S,2S)-6-hydroxy-2-phenyl-1,2,3,4-tetrahydronaphthalen-1-yl)-5-methoxyphenyl)-7-azaspiro[3.5]nonane-2-carbaldehyde FC1=C(C=C(C(=C1)[C@H]1[C@H](CCC2=CC(=CC=C12)O)C1=CC=CC=C1)OC)N1CCC2(CC(C2)C=O)CC1